(1s,2s)-2-fluoro-N-(6-(3-methylthiophene-2-yl)benzo[d]thiazol-2-yl)cyclopropane-1-carboxamide F[C@@H]1[C@@H](C1)C(=O)NC=1SC2=C(N1)C=CC(=C2)C=2SC=CC2C